C(C)C=1N(C=CN1)CC=1N=NN(C1)[C@H](C(=O)N1[C@@H](C[C@H](C1)O)C(=O)NC)C(C)(C)C (2S,4r)-1-[(2S)-2-[4-[(2-ethylimidazol-1-yl)methyl]triazol-1-yl]-3,3-dimethyl-butyryl]-4-hydroxy-N-methyl-pyrrolidine-2-carboxamide